CC(CCCCC1=CC=CC=C1)O Methyl-5-phenylpentanol